(1-(6-chloro-4-oxo-3,4-dihydroquinazolin-2-yl)-3-methyl-1H-pyrazol-5-yl)-3-methylbenzamide ClC=1C=C2C(NC(=NC2=CC1)N1N=C(C=C1C1=C(C(=O)N)C=CC=C1C)C)=O